C(C)OC(=O)C1CCC(CC1)(C1=CC(=C(C=C1)OC)C)CC(CO)O 4-(2,3-dihydroxypropyl)-4-(4-methoxy-3-methylphenyl)cyclohexanecarboxylic acid ethyl ester